bis-(dibenzylideneacetone) palladium [Pd].C(C1=CC=CC=C1)=CC(=O)C=CC1=CC=CC=C1.C(C1=CC=CC=C1)=CC(=O)C=CC1=CC=CC=C1